C(C1=CC=CC=C1)OC1=NC(=CC=C1C1=CC=C(C=C1)C1(CCN(CC1)C(=O)OC(C)(C)C)O)OCC1=CC=CC=C1 tert-butyl 4-(4-(2,6-bis(benzyloxy)pyridin-3-yl)phenyl)-4-hydroxypiperidine-1-carboxylate